(3Z)-1-iodo-18,18-diethoxy-3-octadecene ICC\C=C/CCCCCCCCCCCCCC(OCC)OCC